1,3,4-tetrahydroisoquinoline C1CNCC2=CC=CC=C21